2-{4-amino-1-cyclopropyl-1H-pyrazolo[3,4-d]pyrimidin-3-yl}-3-chloro-N-methyl-1H-indole-6-carboxamide NC1=C2C(=NC=N1)N(N=C2C=2NC1=CC(=CC=C1C2Cl)C(=O)NC)C2CC2